1-(8-(2-(piperidin-4-yl)ethyl)imidazo[1,2-a]pyridin-3-yl)dihydropyrimidine-2,4(1H,3H)-dione HCl salt Cl.N1CCC(CC1)CCC=1C=2N(C=CC1)C(=CN2)N2C(NC(CC2)=O)=O